(2-(5-fluoro-1H-indol-3-yl)ethoxy)-5-(2-methylthiazol-5-yl)thiazolo[5,4-d]pyrimidine FC=1C=C2C(=CNC2=CC1)CCOC=1SC=2N=C(N=CC2N1)C1=CN=C(S1)C